C(C1=CC=CC=C1)OC1=CC=C(C=C1)C(=O)NCC(=O)N1[C@@H]([C@@]2(C[C@@H]2C1)C)C(=O)OCC ethyl (1R,2S,5S)-3-(2-{[4-(benzyloxy)phenyl]formamido}acetyl)-1-methyl-3-azabicyclo[3.1.0]hexane-2-carboxylate